N[C@@H]([C@H](C)O)CC (2S,3R)-3-aminopentan-2-ol